5-bromo-1,2-benzoxazol-3-amine BrC=1C=CC2=C(C(=NO2)N)C1